CC1N(C(CNC1)C)C1=C2CN(C(C2=C(C=C1F)F)=O)C1C(NC(CC1)=O)=O 3-(4-(2,6-dimethylpiperazin-1-yl)-5,7-difluoro-1-oxoisoindolin-2-yl)piperidine-2,6-dione